C1(=C(C=CC=C1)C=1C=CC=C2C(C=C(OC12)N1CCOCC1)=O)C1=CC=CC=C1 8-Biphenyl-2-yl-2-morpholin-4-ylchromen-4-one